(S)-1-(3-(4-Amino-5-((6-chloro-1-ethyl-1H-benzo[d]imidazol-5-yl)ethynyl)-7H-pyrrolo[2,3-d]pyrimidin-7-yl)pyrrolidin-1-yl)prop-2-en-1-one NC=1C2=C(N=CN1)N(C=C2C#CC2=CC1=C(N(C=N1)CC)C=C2Cl)[C@@H]2CN(CC2)C(C=C)=O